methyl (perfluoro-n-propyl) sulfide FC(C(C(F)(F)F)(F)F)(F)SC